4-METHYL-1H-IMIDAZOLE-5-CARBALDEHYDE CC=1N=CNC1C=O